C1=CC2=C(C=CC3=C2C(=C1)C(=O)OC3=O)Br 2-bromo-1,8-naphthalic anhydride